4-methyl-N-(quinolin-8-yl)-6-(trifluoromethyl)pyridine-3-sulfonamide CC1=C(C=NC(=C1)C(F)(F)F)S(=O)(=O)NC=1C=CC=C2C=CC=NC12